C1(CC1)CNC1=C2C=C(N=CC2=CC(=N1)C1=C(C(=CC(=C1Cl)OC)OC)Cl)NC1=C(C=CC=C1C)NC(C=C)=O N-(2-((5-((cyclopropylmethyl)amino)-7-(2,6-dichloro-3,5-dimethoxyphenyl)-2,6-naphthyridin-3-yl)amino)-3-methylphenyl)acrylamide